C1(=CC=CC=C1)CC(=O)C([C@@H]1[C@H]([C@H]([C@@H](O1)N1C(=O)NC(=O)C=C1)O)O)O 5'-phenylacetyl-uridine